cis-2-((1-((6-chloropyridin-3-yl)amino)isoquinolin-6-yl)oxy)cyclohexan-1-ol ClC1=CC=C(C=N1)NC1=NC=CC2=CC(=CC=C12)O[C@@H]1[C@@H](CCCC1)O